O=C(C[C@@H]1N(CCOC1)CC(=O)OC(C)(C)C)N1CCN(CC1)C1=NC=C(C=N1)C(F)(F)F tert-Butyl 2-[(3S)-3-[2-oxo-2-[4-[5-(trifluoromethyl)pyrimidin-2-yl]piperazin-1-yl] ethyl]morpholin-4-yl]acetate